tert-butyl (1-(1-(6-hydroxyhexyl)-1H-1,2,3-triazol-4-yl)-2,5,8,11-tetraoxatridecan-13-yl)carbamate OCCCCCCN1N=NC(=C1)COCCOCCOCCOCCNC(OC(C)(C)C)=O